ClC=1C(N(C=CC1N[C@H]1CN(C[C@H](C1)C1=CC=C(C=C1)CCl)C)C)=O 3-chloro-4-[[(3R,5R)-5-[4-(chloromethyl)phenyl]-1-methyl-3-piperidyl]amino]-1-methyl-pyridin-2-one